N-(5-(3-(2-hydroxypropan-2-yl)-3-methylpyrrolidin-1-yl)-2-(trifluoromethyl)pyridin-3-yl)-6-(1-methyl-1H-pyrazol-4-yl)picolinamide OC(C)(C)C1(CN(CC1)C=1C=C(C(=NC1)C(F)(F)F)NC(C1=NC(=CC=C1)C=1C=NN(C1)C)=O)C